C(N)(=O)NCC(=O)NCCC1=C(SC(=C1)Cl)Cl 2-carbamoylamino-N-[2-(2,5-dichlorothiophen-3-yl)ethyl]acetamide